N(=[N+]=[N-])CC(=O)C(C(=O)O)N=[N+]=[N-] azidoacetyl-(azidoacetic acid)